N-((1R,2R)-2-(3,4-difluorophenyl)cyclopropyl)-5-propylthio-3H-[1,2,3]triazolo[4,5-d]pyrimidin-7-amine FC=1C=C(C=CC1F)[C@@H]1[C@@H](C1)NC=1C2=C(N=C(N1)SCCC)NN=N2